3-(2-aminoethylaminopropyl)propyltrimethoxysilane NCCNCCCCCC[Si](OC)(OC)OC